NC=1C=C(C=CC1)C=1C=C(C(=CC1)C1=CC(=CC=C1)N)C1=CC(=CC=C1)N 4'-(3-aminophenyl)-[1,1':2',1''-terphenyl]-3,3''-diamine